7-Methoxy-2-oxo-6-(phenyldiazenyl)-2H-chromene COC1=C(C=C2C=CC(OC2=C1)=O)N=NC1=CC=CC=C1